2-(4-((4-(3-(azetidin-3-yl)phenyl)-1H-1,2,3-triazol-1-yl)methyl)phenyl)-5-(difluoromethyl)-1,3,4-oxadiazole N1CC(C1)C=1C=C(C=CC1)C=1N=NN(C1)CC1=CC=C(C=C1)C=1OC(=NN1)C(F)F